C1(=CC=CC=C1)C1=NC(=NC(=N1)C1=CC=CC=C1)C=1C=C(C=C(C1)N1C2=CC=C(C=C2C=2C=C(C=CC12)N1C2=C(C=3C=CC=CC13)C=NC=C2)N2C1=C(C=3C=CC=CC23)C=NC=C1)N1C2=CC=C(C=C2C=2C=C(C=CC12)N1C2=C(C=3C=CC=CC13)C=NC=C2)N2C1=C(C=3C=CC=CC23)C=NC=C1 5,5',5'',5'''-((5-(4,6-diphenyl-1,3,5-triazin-2-yl)-1,3-phenylene)bis(9H-carbazole-9,3,6-triyl))tetrakis(5H-pyrido[4,3-b]indole)